(2-(2,5-dimethyl-1H-pyrrol-1-yl)-[1,2,4]triazolo[1,5-a]pyridin-7-yl)boronic acid CC=1N(C(=CC1)C)C1=NN2C(C=C(C=C2)B(O)O)=N1